beta-hydroxybutyric acid magnesium salt [Mg+2].OC(CC(=O)[O-])C.OC(CC(=O)[O-])C